O1CCN(CC1)CCOC1=C(C=C2C(=NC=NC2=C1)NC=1C=C(C=CC1)C1=C(C=C(C=C1F)F)F)NC(C=C)=O N-(7-(2-morpholinoethoxy)-4-((2',4',6'-trifluoro-[1,1'-biphenyl]-3-yl)amino)quinazolin-6-yl)acrylamide